tert-butyl (1-(4-aminobutyl)piperidin-4-yl)carbamate NCCCCN1CCC(CC1)NC(OC(C)(C)C)=O